ClC1=C(C=CC=C1)C=1N(C2=NC=NC(=C2N1)N1CCC(CC1)(C)N)C1=CC=C(C=C1)Cl 8-(2-Chlorophenyl)-9-(4-chlorophenyl)-6-(4-amino-4-methylpiperidin-1-yl)-9H-purine